BrC=1C(=CC(=NC1)C1=CC=C(C=C1)F)C1=NN(C=C1)CC=1C=C(C(=O)NC)C=CC1 3-((3-(5-bromo-2-(4-fluorophenyl)pyridin-4-yl)-1H-pyrazol-1-yl)methyl)-N-methylbenzamide